3-(8-(2-(2,2,2-trifluoroethoxy)phenyl)imidazo[1,2-a]pyridine-2-carboxamido)pyridine-1-oxide FC(COC1=C(C=CC=C1)C=1C=2N(C=CC1)C=C(N2)C(=O)NC=2C=[N+](C=CC2)[O-])(F)F